ClC1=NC(=CC(=C1)C(C)O)Cl 1-(2,6-Dichloropyridin-4-yl)ethan-1-ol